(6aR)-3-bromo-6a,7,9,10-tetrahydro-12H-pyrazino[2,1-c]pyrido[2,3-f][1,4]oxazepin-8(6H)-carboxylic acid tert-butyl ester C(C)(C)(C)OC(=O)N1C[C@@H]2COC3=C(CN2CC1)N=CC(=C3)Br